4-((4-aminophenyl)(phenyl)methyl)-2,6-di-tert-butyl-butylphenol NC1=CC=C(C=C1)C(CCC(CC1=C(C(=CC=C1)C(C)(C)C)O)C(C)(C)C)C1=CC=CC=C1